C(CCCCCCCCCCC)(=O)OC(C)N1C(CCC2=CC=C(C=C12)CCN1CCN(CC1)C1=CC(=CC=2SC=CC21)F)=O 1-(7-(2-(4-(6-fluorobenzo[b]thiophen-4-yl)piperazin-1-yl)ethyl)-2-oxo-3,4-dihydroquinolin-1(2H)-yl)ethyl dodecanoate